C(CCCCCCC\C=C/CCCCCCCC)(=O)N.C(CCCCCCC\C=C/CCCCCCCC)(=O)N.C(CCCCCCC\C=C/CCCCCCCC)(=O)N trioleic acid amide